(R)-4-(4-((dimethyl(oxo)-λ6-sulfanylidene)amino)-6-(3-methylmorpholino)-pyrimidin-2-yl)-1H-pyrrolo[2,3-b]pyridine-6-carbonitrile CS(=O)(C)=NC1=NC(=NC(=C1)N1[C@@H](COCC1)C)C1=C2C(=NC(=C1)C#N)NC=C2